C(CCC)C1=C(C=O)C=CC=C1 normal butylbenzaldehyde